bis(4-(quinolin-6-yl)phenyl)amine N1=CC=CC2=CC(=CC=C12)C1=CC=C(C=C1)NC1=CC=C(C=C1)C=1C=C2C=CC=NC2=CC1